FC1=CC(=C(C=C1[N+](=O)[O-])S(=O)(=O)Cl)C 4-fluoro-2-methyl-5-Nitrobenzenesulfonyl chloride